(4-(1-(2,2-Difluoroethyl)-2-(trifluoromethyl)-1H-imidazo[4,5-c]pyridin-4-yl)-2-methoxyphenyl)-(morpholin-4-yl)methanon FC(CN1C(=NC=2C(=NC=CC21)C2=CC(=C(C=C2)C(=O)N2CCOCC2)OC)C(F)(F)F)F